2-(4-chloro-3-fluorophenoxy)-N-(3-{2-[(6-methoxy-5-methylpyridin-3-yl)oxy]acetylamino}bicyclo[1.1.1]pentan-1-yl)acetamide Beta-aminoacrylate NC=CC(=O)O.ClC1=C(C=C(OCC(=O)NC23CC(C2)(C3)NC(COC=3C=NC(=C(C3)C)OC)=O)C=C1)F